3-chloro-1-(difluoromethyl)-5-nitropyridin-2(1H)-one ClC=1C(N(C=C(C1)[N+](=O)[O-])C(F)F)=O